FC=1C=CC(=NC1)C=1NC(C=2C(N1)=NN(C2)C2=C(C=C(C=C2C)C)O)=O 6-(5-fluoropyridin-2-yl)-2-(2-hydroxy-4,6-dimethylphenyl)-2,5-dihydro-4H-pyrazolo[3,4-d]pyrimidin-4-one